methyl-2,6-naphthalenedicarboxylic acid CC1=C(C=CC2=CC(=CC=C12)C(=O)O)C(=O)O